(1R,6R)-1,4-dimethyl-2,3,4,5,6,7-hexahydro-1H-1,6-methanobenzo[e]azonin-10-ol hydrobromide Br.C[C@@]12CCN(C[C@@H](CC3=C1C=C(C=C3)O)C2)C